(S)-2-(chloromethyl)-4-fluoro-1-(oxetan-2-ylmethyl)-1H-benzo[d]imidazole-5-carbonitrile ClCC1=NC2=C(N1C[C@H]1OCC1)C=CC(=C2F)C#N